tert-butyl (3R)-3-[[2-fluoro-4-(1-methyltriazol-4-yl) benzoyl]-[2-(1H-indol-6-yl) thieno[3,2-c]pyridin-4-yl] amino]piperidine-1-carboxylate FC1=C(C(=O)N([C@H]2CN(CCC2)C(=O)OC(C)(C)C)C2=NC=CC3=C2C=C(S3)C3=CC=C2C=CNC2=C3)C=CC(=C1)C=1N=NN(C1)C